C(CCCCC)C(COC(CCCCCCCCCCCCCCCCC)=O)CCCCCCCC 2-Hexyldecylstearat